NC=1C=C(C=CC1C)N1C(C=CC2=CN=C3C(=C12)C=C(C=C3)N3CCN(CC3)S(=O)(=O)C)=O 1-(3-Amino-4-methylphenyl)-9-(4-(methylsulfonyl)piperazin-1-yl)benzo[h][1,6]naphthyridin-2(1H)-one